ClC1=NC(=NC=C1)C1=CN=C2N1C=C(N=C2)C2=NNC=C2 3-(4-chloropyrimidin-2-yl)-6-(1H-pyrazol-3-yl)imidazo[1,2-a]pyrazine